N2-[2-(1H-indol-3-yl)ethyl]-N4-(2-methyl-1H-indol-5-yl)pyrimidine-2,4-diamine N1C=C(C2=CC=CC=C12)CCNC1=NC=CC(=N1)NC=1C=C2C=C(NC2=CC1)C